BrCC(=O)C1=CC=C(S1)C1(CCN(CC1)C(=O)OC(C)(C)C)C#N tert-butyl 4-(5-(2-bromoacetyl)thiophen-2-yl)-4-cyanopiperidine-1-carboxylate